BrC=1C(=CC(=NC1)N1C[C@H](CC1)C(=O)O)F (3S)-1-(5-bromo-4-fluoropyridin-2-yl)pyrrolidine-3-carboxylic acid